NC=1NC=C(N1)CCCC(=O)NCCCCCCCCCCCCC 4-(2-amino-1H-imidazol-4-yl)-N-tridecanyl-butanamide